6-[6-fluoro-8-(methylamino)-4-[cis-5-methyl-2,3,3a,4,6,6a-hexahydropyrrolo[2,3-c]pyrrol-1-yl]-9H-pyrido[2,3-b]indol-3-yl]-1-methyl-4-oxo-1,8-naphthyridine-3-carboxylic acid FC=1C=C2C3=C(NC2=C(C1)NC)N=CC(=C3N3CC[C@@H]1[C@H]3CN(C1)C)C=1C=C3C(C(=CN(C3=NC1)C)C(=O)O)=O